5-(4-(6-(((1R,3s,5S)-1,5-dimethyl-8-azabicyclo[3.2.1]octan-3-yl)(methyl)amino)pyridazin-3-yl)-3-fluoro-5-hydroxyphenyl)-2-methylpyridazin-3(2H)-one C[C@]12CC(C[C@](CC1)(N2)C)N(C2=CC=C(N=N2)C2=C(C=C(C=C2O)C2=CC(N(N=C2)C)=O)F)C